ClC1=NC(=NC(=N1)C1=CC=C(C=C1)F)C1=CC=C(C=C1)F chloro-4,6-bis(4-fluorophenyl)-1,3,5-triazine